4-(2-chloro-4-(trifluoromethyl)phenoxy)-N-(4-(3-hydroxyoxetan-3-yl)phenyl)piperidine-1-carboxamide ClC1=C(OC2CCN(CC2)C(=O)NC2=CC=C(C=C2)C2(COC2)O)C=CC(=C1)C(F)(F)F